(S)-methyl 3-(benzhydryl amino)-2-fluoropropionate C(C1=CC=CC=C1)(C1=CC=CC=C1)NC[C@@H](C(=O)OC)F